methyl 4-methyl-2-(1,1,2,2-tetrafluoro-6-azaspiro[2.5]octan-6-yl)-5-(trifluoromethyl)nicotinate CC1=C(C=NC(=C1C(=O)OC)N1CCC2(C(C2(F)F)(F)F)CC1)C(F)(F)F